O.O.O.Cl(=O)(=O)(=O)[O-].[Ba+2].Cl(=O)(=O)(=O)[O-] barium perchlorate, trihydrate